ClC=1C(=CC=C2C(=CNC12)C1=NC(=NC=C1C(F)(F)F)N[C@H]1CC[C@@H](N(C1)C(=O)OCC1=CC=CC=C1)C)C#N benzyl (2S,5S)-5-[[4-(7-chloro-6-cyano-1H-indol-3-yl)-5-(trifluoromethyl) pyrimidin-2-yl]amino]-2-methyl-piperidine-1-carboxylate